2-Amino-9-[(1S,3R,4S)-4-hydroxy-3-(hydroxymethyl)-2-methylidenecyclopentyl]-1H-purin-6-one NC=1NC(C=2N=CN(C2N1)[C@@H]1C([C@@H]([C@H](C1)O)CO)=C)=O